(S)-4-(3-fluorobenzyl)-N-(5-methyl-4-oxo-7-(2-(6-oxo-5-(trifluoromethyl)pyridazin-1(6H)-yl)ethoxy)-2,3,4,5-tetrahydrobenzo[b][1,4]oxazepin-3-yl)-1H-pyrazole-1-carboxamide FC=1C=C(CC=2C=NN(C2)C(=O)N[C@@H]2C(N(C3=C(OC2)C=CC(=C3)OCCN3N=CC=C(C3=O)C(F)(F)F)C)=O)C=CC1